FC(C(CC(C)=O)(N1C(CCCC1(C)C)(C)C)O)(F)F 5,5,5-trifluoro-4-hydroxy-4-(2,2,6,6-tetra-methyl-1-piperidyl)pentan-2-one